FC1=C(C=CC=C1)NC=1N=CC2=C(N1)N1C(=NCCC1)C(=C2)C2=C1C=NNC1=CC=C2 N-(2-fluorophenyl)-6-(1H-indazol-4-yl)-9,10-dihydro-8H-pyrido[1,6-a:2,3-d']dipyrimidin-2-amine